bis(t-butoxy)methylsilanol C(C)(C)(C)OC(OC(C)(C)C)[SiH2]O